6-(difluoromethyl)-8-[(1R,2R)-2-hydroxy-2-methyl-cyclopentyl]-2-methylsulfonyl-pyrido[2,3-d]pyrimidin-7-one FC(C1=CC2=C(N=C(N=C2)S(=O)(=O)C)N(C1=O)[C@H]1[C@](CCC1)(C)O)F